ClC=1C(C(=C(C(C1C1=C(NC2=CC=CC=C12)C)=O)N1CCOCC1)OC)=O 2-chloro-6-methoxy-3-(2-methyl-1H-indole-3-yl)-5-morpholinocyclohexa-2,5-diene-1,4-dione